5-amino-2-(azetidin-3-ylmethyl)-N-isopropoxy-N-propyl-6H-thieno[3,2-b]azepine-7-carboxamide NC=1CC(=CC2=C(N1)C=C(S2)CC2CNC2)C(=O)N(CCC)OC(C)C